C(C)(C)(C)OC(=O)N1CC(C1)NC1=NC=NC(=C1[N+](=O)[O-])N(CC1=CC=CC=C1)CC1=CC=CC=C1.COC1=C(N)C=CC=C1C=1C=C2N(N1)C=CN2C 2-methoxy-3-(1-methyl-1H-imidazo[1,2-b]pyrazol-6-yl)aniline Tert-butyl-3-{[6-(dibenzylamino)-5-nitropyrimidin-4-yl]amino}azetidine-1-carboxylate